ClC1=C(C(=CC=C1Cl)OCOC)C=NS(=O)C(C)(C)C N-[[2,3-dichloro-6-(methoxymethoxy)phenyl]methylidene]-2-methyl-propane-2-sulfinamide